N1C=CC=2C1=NC=C(C2)C=2N=NN(C2)CC=2N=C1N(C=C(C=C1)CNCC1CCC1)C2 1-(2-((4-(1H-pyrrolo[2,3-b]pyridin-5-yl)-1H-1,2,3-triazol-1-yl)methyl)imidazo[1,2-a]pyridin-6-yl)-N-(cyclobutylmethyl)methylamine